C(#N)C1=CC(=NC=C1)N1CC2(CC(C2)O)C2=C1N=CN=C2N2C[C@H](N(C[C@@H]2C)C(=O)OC(C)(C)C)C tert-butyl (2R,5S)-4-[7-(4-cyano-2-pyridinyl)-3'-hydroxyspiro[6H-pyrrolo[2,3-d]pyrimidine-5,1'-cyclobutane]-4-yl]-2,5-dimethylpiperazine-1-carboxylate